(2S,4R)-4-fluoro-N-[(S)-[3-fluoro-4-(propan-2-yl)phenyl](phenyl)methyl]-1-[(2R) or (2S)-2-(1H-1,2,3,4-tetrazol-1-yl)propanoyl]pyrrolidine-2-carboxamide F[C@@H]1C[C@H](N(C1)C([C@@H](C)N1N=NN=C1)=O)C(=O)N[C@@H](C1=CC=CC=C1)C1=CC(=C(C=C1)C(C)C)F |o1:7|